C(=C)C1=CC=C(C=C1)C(C)(C)N=C=O 1-(4-vinylphenyl)-1-methylethyl isocyanate